tert-butyl (R)-(1-(6-(methylamino)-1-oxo-3,4-dihydroisoquinolin-2(1H)-yl)propan-2-yl)carbamate CNC=1C=C2CCN(C(C2=CC1)=O)C[C@@H](C)NC(OC(C)(C)C)=O